difluorine dihydro-1,3,5-triazine N1CN=CN=C1.[F].[F]